N-(1-(7H-pyrrolo[2,3-d]pyrimidin-4-yl)piperidin-4-yl)-2,3,5,6-tetrafluoro-4-methoxybenzenesulfonamide N1=CN=C(C2=C1NC=C2)N2CCC(CC2)NS(=O)(=O)C2=C(C(=C(C(=C2F)F)OC)F)F